N1=C(C=CC=C1)[C@@H](C)N (R)-1-(pyridin-2-yl)ethan-1-amine